FC=1C=C(C=CC1)C1CCC(CC1)O (1s,4s)-4-(3-fluorophenyl)cyclohexane-1-ol